tri(dodecyl)ammonium chloride [Cl-].C(CCCCCCCCCCC)[NH+](CCCCCCCCCCCC)CCCCCCCCCCCC